methyl 5-(4,4,5,5-tetramethyl-1,3,2-dioxaborolan-2-yl)pyrimidine-2-carboxylate CC1(OB(OC1(C)C)C=1C=NC(=NC1)C(=O)OC)C